[Nb].[Ta].[Nb] niobium-tantalum-niobium